3-((methyl(pyrimidin-2-yl)amino)azetidine-1-carbonyl)benzaldehyde CN(C1=NC=CC=N1)C1N(CC1)C(=O)C=1C=C(C=O)C=CC1